C[C@@H](CCCN1C(C2=CC=C(C=C2C=C1)C1=NC=C(C=N1)C(F)(F)F)=O)NC(OC(C)(C)C)=O tert-butyl N-[(1S)-1-methyl-4-[1-oxo-6-[5-(trifluoromethyl)pyrimidin-2-yl]-2-isoquinolyl]butyl]carbamate